OC1=C(CN(C2=C3C(=CC=C12)C=CC=C3)C3=CC=C(C=C3)C(F)(F)F)C(C(F)(F)F)=O 4-hydroxy-3-(2,2,2-trifluoroethan-1-one-1-yl)-1-[4-(trifluoromethyl)phenyl]benzo[h]quinoline